pyridylacetic acid lithium salt [Li+].N1=C(C=CC=C1)CC(=O)[O-]